Cl.Cl.ClC1=CC2=C(N(C(=N2)CO)C/C(=C/[C@H]2NCCC[C@@H]2O)/F)C=C1Cl (2R,3S)-2-((Z)-3-(5,6-dichloro-2-(hydroxymethyl)-1H-benzo[d]imidazol-1-yl)-2-fluoroprop-1-en-1-yl)piperidin-3-ol dihydrochloride